BrC1=C(C=C(NC2=NC=C(C(=N2)N[C@@H]2COCC[C@H]2C#N)C)C=C1C(F)(F)F)CO[Si](C)(C)C(C)(C)C (trans)-3-[[2-[4-bromo-3-[[tert-butyl(dimethyl)silyl]oxymethyl]-5-(trifluoromethyl)anilino]-5-methyl-pyrimidin-4-yl]amino]tetrahydropyran-4-carbonitrile